FC(C1=CC(=NC=C1)C=O)(F)F 4-trifluoromethyl-2-pyridinecarboxaldehyde